C12CC(CC(CC1)N2)OC2=NC1=CC(=CC=C1C(=N2)NC2=C(C(=C(C=C2)OC2=CC=1N(C=C2)N=CN1)C)F)OCC (endo-8-Azabicyclo[3.2.1]octan-3-yloxy)-N-(4-([1,2,4]triazolo[1,5-a]pyridin-7-yloxy)-2-fluoro-3-methylphenyl)-7-ethoxyquinazolin-4-amine